cyclohexane-1,4-dicarboxylic acid di(2-ethylhexyl) ester C(C)C(COC(=O)C1CCC(CC1)C(=O)OCC(CCCC)CC)CCCC